FC1CC2(CCCN2C1)C(O)([2H])[2H] (2-Fluorotetrahydro-1H-pyrrolizin-7a(5H)-yl)methan-d2-ol